amino-5-bromo-4-methoxybenzonitrile NC1=C(C#N)C=C(C(=C1)OC)Br